Tert-butyl-(2-iodoethoxy)dimethylsilane C(C)(C)(C)[Si](C)(C)OCCI